Cl.Cl.NCCC=1OC=C(N1)C(=O)NCC1=NC=CC=C1F 2-(2-aminoethyl)-N-[(3-fluoropyridin-2-yl)methyl]-1,3-oxazole-4-carboxamide dihydrochloride